9-fluorononanal FCCCCCCCCC=O